CC1=C(SC2=C1N=NC=C2NCC=2SC=CC2)C(CO)C 2-{7-methyl-4-[(thiophen-2-ylmethyl)amino]thieno[3,2-c]pyridazin-6-yl}propan-1-ol